BrC=1C=C(C=2N(C1)C=C(N2)C(=O)O)F 6-bromo-8-fluoro-imidazo[1,2-a]pyridine-2-carboxylic acid